(S)-4-(((3-fluoro-5-methoxy-2',2''-dimethyl-3''-(pyrido[3,4-b]pyrazin-5-ylamino)-[1,1':3',1''-terphenyl]-4-yl)methyl)amino)pyrrolidin-2-one FC=1C=C(C=C(C1CN[C@H]1CC(NC1)=O)OC)C1=C(C(=CC=C1)C1=C(C(=CC=C1)NC1=NC=CC=2C1=NC=CN2)C)C